CC[C@@]1(CC[C@H]2[C@H](C1)CC[C@@H]3[C@@]2(CCCC3(C)C)C)C Pimarane